5-chloro-N-(2'-chloro-5-(trifluoromethyl)-[1,1'-biphenyl]-3-yl)-2-hydroxybenzamide ClC=1C=CC(=C(C(=O)NC=2C=C(C=C(C2)C(F)(F)F)C2=C(C=CC=C2)Cl)C1)O